C1(=CC(=CC=C1)N1C2N(C(C=3C=CC=CC13)=O)CCC1=C2NC2=CC=CC=C21)C 14-(m-tolyl)-8,13,13b,14-tetrahydroindolo[2',3':3,4]pyrido[2,1-b]quinazolin-5(7H)-one